N1=CN=C2NC=NC2=C1N[C@@H](CC)C1=NC2=CC=CC(=C2C(N1C1=CC=CC=C1)=O)F (S)-2-(1-(9H-purin-6-ylamino)propyl)-5-fluoro-3-phenylquinazolin-4(3H)-one